NC=1N=C(C2=C(N1)NC(=C2)C=2CCN(CC2)C(=O)N2CCCC2)C=2C(=C(C=CC2)N2C(C1=C(C=C(C=C1C=C2)C2CC2)F)=O)CO 2-(3-{2-amino-6-[1-(pyrrolidine-1-carbonyl)-1,2,3,6-tetrahydropyridin-4-yl]-7H-pyrrolo[2,3-d]pyrimidin-4-yl}-2-(hydroxymethyl)phenyl)-6-cyclopropyl-8-fluoroisoquinolin-1(2H)-one